2-Methoxy-6-methyl-N-[6-(1-methyl-piperidine-4-carbonyl)-pyridin-2-yl]-benzamide COC1=C(C(=O)NC2=NC(=CC=C2)C(=O)C2CCN(CC2)C)C(=CC=C1)C